ethyl 4-(2-bromophenyl)-2,4-dioxobutyrate BrC1=C(C=CC=C1)C(CC(C(=O)OCC)=O)=O